NC\C=C/C#N (Z)-4-aminobut-2-enenitrile